ClC=1C=C(CN2C3CC(CC2CC3)NC(OC(C)(C)C)=O)C=CC1 tert-Butyl (8-(3-chlorobenzyl)-8-azabicyclo[3.2.1]octan-3-yl)carbamate